4-hexyloxymethoxy-1-methylbutyllithium C(CCCCC)OCOCCCC(C)[Li]